N-((R)-1-Cyclopropylethyl)-2-(3-(5-(((S)-1-Cyclopropylethyl)Carbamoyl)-1-(3,3,3-Trifluoro-2-Hydroxypropyl)-1H-Pyrazol-3-Yl)Phenyl)Oxazole-5-Carboxamide C1(CC1)[C@@H](C)NC(=O)C1=CN=C(O1)C1=CC(=CC=C1)C1=NN(C(=C1)C(N[C@@H](C)C1CC1)=O)CC(C(F)(F)F)O